OCC(C(=O)OCC)\N=C/C1=CC(=CC=C1)[N+](=O)[O-] ethyl (Z)-3-hydroxy-2-((3-nitrobenzylidene) amino)propanoate